C12(CC3CC(CC(C1)C3)C2)COC2=CC=C3CCN(CC3=C2)C(C=C)=O 1-(7-(((3r,5r,7r)-adamantan-1-yl)methoxy)-3,4-dihydroisoquinolin-2(1H)-yl)prop-2-en-1-one